CC=1C(=C(C(=C(C1)O)CC=C(C)C)O)CC=C(C)C 5-Methyl-2,4-bis(3-methylbut-2-enyl)benzene-1,3-diol